FC=1C=C2C(=NC1I)C(CCO2)=O 7-fluoro-6-iodo-2,3-dihydropyrano[3,2-b]pyridin-4-one